2-(3-(3-bromopropoxy)-2-methylphenyl)-4,4,5,5-tetramethyl-1,3,2-dioxaborolane BrCCCOC=1C(=C(C=CC1)B1OC(C(O1)(C)C)(C)C)C